COC=1C=C2C(=CC=NC2=CC1OC)OC1=CC=C(C=C1)NC(=O)C=1C=NC(=C(C1O)C=1OC=CC1)C N-[4-(6,7-dimethoxy-quinolin-4-yl)oxyphenyl]-5-(furan-2-yl)-4-hydroxy-6-methylpyridine-3-carboxamide